2-(6-{5-chloro-2-[(oxan-4-yl)amino]pyrimidin-4-yl}-1-oxo-2,3-dihydro-1H-isoindol-2-yl)-N-(1-hydroxy-2-phenylbutan-2-yl)acetamide ClC=1C(=NC(=NC1)NC1CCOCC1)C1=CC=C2CN(C(C2=C1)=O)CC(=O)NC(CO)(CC)C1=CC=CC=C1